2-(4-piperidylamino)pyridine-4-carbonitrile N1CCC(CC1)NC1=NC=CC(=C1)C#N